N1C=NC2=C1C=CC(=C2)N2C(NCC2C2=C(C=CC=C2)O)=O 1-(1H-benzo[d]imidazol-5-yl)-5-(2-hydroxyphenyl)imidazolidin-2-one